N-(1-(2,4-bis(trifluoromethyl)benzyl)-1H-pyrazol-4-yl)isoxazole-3-carboxamide tert-Butyl-(1S,4S)-5-(8-hydroxypyrimido[5,4-d]pyrimidin-2-yl)-2,5-diazabicyclo[2.2.1]heptane-2-carboxylate C(C)(C)(C)OC(=O)N1[C@@H]2CN([C@H](C1)C2)C=2N=CC1=C(N2)C(=NC=N1)O.FC(C1=C(CN2N=CC(=C2)NC(=O)C2=NOC=C2)C=CC(=C1)C(F)(F)F)(F)F